2-(benzothien-5-yl)ethyl-4-methylbenzenesulfonic acid S1C=CC2=C1C=CC(=C2)CCC2=C(C=CC(=C2)C)S(=O)(=O)O